ClC1=CC=CC=2N(C=NC21)CC2=CC=C(C=C2)C2=NOC(=N2)C(F)(F)F 3-[4-[(4-chlorobenzimidazol-1-yl)methyl]phenyl]-5-(trifluoromethyl)-1,2,4-oxadiazole